6-((((S)-oxetan-2-yl)methyl)amino)pyridinecarboxylate O1[C@@H](CC1)CNC1=CC=CC(=N1)C(=O)[O-]